(S)-4-(2-(4-(2-acetyl-5-chlorophenyl)-5-methoxy-2-oxopyridin-1(2H)-yl)-3-(1-methyl-1H-pyrazol-3-yl)propanamido)-2-fluoro-N-(methylsulfonyl)benzamide C(C)(=O)C1=C(C=C(C=C1)Cl)C1=CC(N(C=C1OC)[C@H](C(=O)NC1=CC(=C(C(=O)NS(=O)(=O)C)C=C1)F)CC1=NN(C=C1)C)=O